[Br-].OC1=C(C=CC=C1)C(CC1N(C=CC=C1)C)C1=C(C=CC=C1)O 2-(2,2-bis(2-hydroxyphenyl)ethyl)-1-methylpyridine bromide